allyl-undecyl-sulfosuccinic acid C(C=C)C(C(C(=O)O)(S(=O)(=O)O)CCCCCCCCCCC)C(=O)O